6-methyl-1,4-bis(2-hydroxyethoxy)naphthalene CC=1C=C2C(=CC=C(C2=CC1)OCCO)OCCO